[5-(7-bromo-2-chloro-6,8-difluoro-quinazolin-4-yl)-3-chloro-4,6,7,8-tetrahydropyrazolo[1,5-a][1,4]diazepin-2-yl]-morpholino-methanone BrC1=C(C=C2C(=NC(=NC2=C1F)Cl)N1CC=2N(CCC1)N=C(C2Cl)C(=O)N2CCOCC2)F